C(C)C1=C(C=CC(=N1)C(=O)NC)N1CCN(CC1)CC=1C=C2NC(C(=NC2=CC1)CC)=O 6-ethyl-5-[4-[(2-ethyl-3-oxo-4H-quinoxalin-6-yl)methyl]piperazin-1-yl]-N-methyl-pyridine-2-carboxamide